C(N)(=O)[C@](CC)(C)NC(OC(C)(C)C)=O tert-butyl N-[(1R)-1-carbamoyl-1-methyl-propyl]carbamate